C(CC(C)(C)C)(=O)OOC(C)(C)C tert-butyl peroxyneo-hexanoate